α-aminoglutarimide hydrochloride Cl.NC1C(=O)NC(CC1)=O